C(C)(C)OC(=O)C1=C(C2=CC=CC=C2C=C1)C1C2C=CC(C1)C2 5-(i-propoxycarbonylnaphthyl)-bicyclo[2.2.1]hept-2-ene